1-(3-chlorophenyl)-3-(4-((6,7-dimethoxyquinolin-4-yl)amino)phenyl)urea ClC=1C=C(C=CC1)NC(=O)NC1=CC=C(C=C1)NC1=CC=NC2=CC(=C(C=C12)OC)OC